FC(CC1CC(CC1)C=1C=C(C=CC1)B1OC(C(O1)(C)C)(C)C)(C)F 2-(3-(3-(2,2-difluoropropyl)cyclopentyl)phenyl)-4,4,5,5-tetramethyl-1,3,2-dioxaborolane